IC1=CC=C(C=C1)OCCCCC 1-iodo-4-(pentyloxy)benzene